CC1(OB(OC1(C)C)C=1C=CC2=C(N(C=N2)CCO)C1)C 2-(6-(4,4,5,5-tetramethyl-1,3,2-dioxaborolan-2-yl)-1H-benzo[d]imidazol-1-yl)ethan-1-ol